1,3-difluoro-2-(8-(5-(((5-fluoro-2,3-dihydrobenzofuran-4-yl)methyl)amino)-[1,2,4]triazolo[4,3-c]pyrimidin-8-yl)-[1,2,4]triazolo[1,5-a]pyridin-5-yl)propan-2-ol FCC(CF)(O)C1=CC=C(C=2N1N=CN2)C=2C=1N(C(=NC2)NCC2=C(C=CC3=C2CCO3)F)C=NN1